trans-5-(3-(4-aminophenyl)-2,2-dichlorocyclopropane-1-carboxamido)-2-chloro-N-(3,3-difluorocyclobutyl)benzamide NC1=CC=C(C=C1)[C@@H]1C([C@H]1C(=O)NC=1C=CC(=C(C(=O)NC2CC(C2)(F)F)C1)Cl)(Cl)Cl